4-(4-(2-(hydroxymethyl)pyrrolidin-1-yl)piperidin-1-yl)-3-((4-methoxyphenyl)sulfonyl)-N-methylquinoline-6-carboxamide OCC1N(CCC1)C1CCN(CC1)C1=C(C=NC2=CC=C(C=C12)C(=O)NC)S(=O)(=O)C1=CC=C(C=C1)OC